N-(5-(4-cyanophenyl)thiazolo[5,4-b]pyridin-2-yl)-4-(2-methoxyphenyl)-6-methylnicotinamide C(#N)C1=CC=C(C=C1)C1=CC=C2C(=N1)SC(=N2)NC(C2=CN=C(C=C2C2=C(C=CC=C2)OC)C)=O